ClC1=C(C=CC=C1)[C@@H](C)N(C(O)=O)C1=C(N=NN1C)C1=NC=C(C=C1)NC(=O)OC.C1(=CC=CS1)CN(C(=O)OCCOCCOC1=CC=CC=N1)CC1=CC=CS1 6-[bis(thenyl)aminocarbonyloxyethoxyethoxy]pyridine (R)-1-(2-chlorophenyl)ethyl-(4-(5-((methoxycarbonyl)amino)pyridin-2-yl)-1-methyl-1H-1,2,3-triazol-5-yl)carbamate